2-[1-(2-cyanophenyl)-1-(1-methylimidazol-4-yl)propan-2-yl]-5-methoxy-1-methyl-6-oxopyrimidine-4-carboxylic acid C(#N)C1=C(C=CC=C1)C(C(C)C=1N(C(C(=C(N1)C(=O)O)OC)=O)C)C=1N=CN(C1)C